(S)-(E)-3-((3-methyl-7-(methylsulfanyl)-1,1-dioxido-5-phenyl-3-propyl-2,3,4,5-tetrahydro-1,5-benzothiazepin-8-yl)oxy)acrylic acid C[C@]1(CS(C2=C(N(C1)C1=CC=CC=C1)C=C(C(=C2)O/C=C/C(=O)O)SC)(=O)=O)CCC